BrC1=CC(=C2C=C(NC2=C1)C(=O)OCC)C Ethyl 6-bromo-4-methyl-1H-indole-2-carboxylate